N-(1-benzyl-1H-pyrazolo[3,4-b]pyridin-5-yl)-2,5-difluorobenzenesulfonamide C(C1=CC=CC=C1)N1N=CC=2C1=NC=C(C2)NS(=O)(=O)C2=C(C=CC(=C2)F)F